NC=1N=CC2=C(C(=C(C=C2C1)C1=C(C2=C(OCCN2C(=O)OC(C)(C)C)N=C1)C)C#N)Cl tert-Butyl 7-(3-amino-8-chloro-7-cyano-6-isoquinolyl)-8-methyl-2,3-dihydropyrido[2,3-b][1,4]oxazine-1-carboxylate